COC1=CC=C(C(=O)CC#N)C=C1 p-methoxybenzoyl-acetonitrile